C(C)C=1SC(=CC1NC(NS(N([C@@H]1CN(CCC1)C)C=1C=NN(C1)C)(=O)=O)=O)C(C)C 3-[2-Ethyl-5-(propan-2-yl)thiophen-3-yl]-1-[(1-methyl-1H-pyrazol-4-yl)[(3S)-1-methylpiperidin-3-yl]sulfamoyl]urea